N-(3-carbamoylphenyl)-4,5-dichloro-2-(4-fluoro-2-methoxy-phenoxy)benzamide C(N)(=O)C=1C=C(C=CC1)NC(C1=C(C=C(C(=C1)Cl)Cl)OC1=C(C=C(C=C1)F)OC)=O